C(C)(=O)N1CCN(CC1)C1CCN(CC1)C1=C(C=C(C(=C1)OC)NC1=NC=NC(=C1)N1OCC[C@@H]1C1=C(C(=CC=C1)Cl)F)NC(C=C)=O N-(2-(4-(4-acetylpiperazine-1-yl)piperidine-1-yl)-5-((6-((R)-3-(3-chloro-2-fluorophenyl)isoxazolidine-2-yl)pyrimidine-4-yl)amino)-4-methoxyphenyl)acrylamide